dipropyl dodecanedioate dibutyl-dodecanedioate C(CCC)OC(CCCCCCCCCCC(=O)OCCCC)=O.C(CCCCCCCCCCC(=O)OCCC)(=O)OCCC